C(CCCCCCCCCCC)(=O)OCCCCl chloropropyl dodecanoate